C1(CC(C(CC1)C(C)C)C1CCC(CC1CC(=O)[O-])C(=C)C)C 6-menthyl-3-iso-propenyl-cyclohexanyl-acetate